ClC1=C(C(=O)N2COC3=C(C2)C=CC=C3C3=CC(=C(C(=O)O)C=C3F)N3C2COCC3CC2)C(=CC(=C1)N1CC2(C1)CCOCC2)Cl 4-[3-[2,6-Dichloro-4-(7-oxa-2-azaspiro[3.5]nonan-2-yl)benzoyl]-2,4-dihydro-1,3-benzoxazin-8-yl]-5-fluoro-2-(3-oxa-8-azabicyclo[3.2.1]oct-8-yl)benzoic acid